FC1=CC(=CC=2OCC(N(C21)C)=O)C2=CN=CC=1[C@@H](CCCC21)NC(CC)=O (R)-N-(4-(5-fluoro-4-methyl-3-oxo-3,4-dihydro-2H-benzo[b][1,4]oxazin-7-yl)-5,6,7,8-tetrahydroisoquinolin-8-yl)propanamide